CC1(CCCC2=CC=CC=C12)CC1=CC=CC=C1 methyl-benzyl-tetraline